α,α-dimethylbenzylhydroperoxide CC(C1=CC=CC=C1)(C)OO